FC(C=1C=C(C[C@@]2(NCCC2)C(=O)O)C=CC1)(F)F α-(3-trifluoromethyl-benzyl)-proline